3-(3-(oxazol-2-yl)benzyl)-6-(1H-pyrazol-4-yl)quinazolin-4(3H)-one O1C(=NC=C1)C=1C=C(CN2C=NC3=CC=C(C=C3C2=O)C=2C=NNC2)C=CC1